ClC=1C=C(C=CC1OC)C1(CN(C1)C=1N=C(C2=C(N1)CC[S@]2=O)NC=2C=C(C=CC2)C(C)=O)O |r| (R/S)-1-(3-((2-(3-(3-chloro-4-methoxyphenyl)-3-hydroxyazetidin-1-yl)-5-oxo-6,7-dihydrothieno[3,2-d]pyrimidin-4-yl)amino)phenyl)ethan-1-one